p-cresol acetate (4-methylphenyl-acetate) CC1=CC=C(C=C1)CC(=O)O.C(C)(=O)O.C1=CC(=CC=C1O)C